N1(N=CN=C1)CCC(=O)[O-] 3-(1,2,4-triazol-1-yl)propanoate